C(CCCCCCCCC=CCCCCCCCC)(=O)O 10-nonadecaenoic acid